3-[[(1R)-1-[2-(5-tert-Butoxycarbonyl-6,7-dihydro-4H-pyrazolo[1,5-a]pyrazin-3-yl)-3,6-dimethyl-4-oxo-chromen-8-yl]ethyl]amino]-6-chloro-pyridine-2-carboxylic acid C(C)(C)(C)OC(=O)N1CC=2N(CC1)N=CC2C=2OC1=C(C=C(C=C1C(C2C)=O)C)[C@@H](C)NC=2C(=NC(=CC2)Cl)C(=O)O